C(CCCCCCCCCCCCC)(=O)OC(CN(CC(CCCCCCCCCCCC)OC(CCCCCCCCCCCCC)=O)CCCN(C)C)CCCCCCCCCCCC ((3-(dimethylamino)propyl)azanediyl)bis(tetradecane-1,2-diyl) ditetradecanoate